2-(4'-pentyloxyphenylvinyl)-4,6-bis(trichloromethyl)-s-triazine C(CCCC)OC1=CC=C(C=C1)C=CC1=NC(=NC(=N1)C(Cl)(Cl)Cl)C(Cl)(Cl)Cl